2-(naphthalen-1-yl)benzene-1,3-diol C1(=CC=CC2=CC=CC=C12)C1=C(C=CC=C1O)O